1-carboxy (6-aminocaproate) NCCCCCC(=O)OC(=O)O